ClC1=CC=C(C=C1)C1=CC(=NC(=N1)C=1C=NC=CC1)N1CN(CCC1)C(C)=O (3-(6-(4-chlorophenyl)-2-(pyridin-3-yl)pyrimidin-4-yl)tetrahydropyrimidin-1(2H)-yl)ethan-1-one